tert-butyl 3-{2-[4-amino-5-(4-chloro-3-methoxyphenyl)-7-methyl-7H-pyrrolo[2,3-d]pyrimidin-6-yl]ethynyl}-3-fluoroazetidine-1-carboxylate NC=1C2=C(N=CN1)N(C(=C2C2=CC(=C(C=C2)Cl)OC)C#CC2(CN(C2)C(=O)OC(C)(C)C)F)C